BrC1=CC=C(C=C1)N1C(CC1)CC#N 2-(1-(4-bromophenyl)azetidin-2-yl)acetonitrile